1,3,5-trimethyl-2,4,6-Triethynylbenzene CC1=C(C(=C(C(=C1C#C)C)C#C)C)C#C